N=1C=CCC2=CC(C=CC12)=O e-quinolin-6(4H)-one